COCC1(C=CCC=C1)COC 1,1-bis-(methoxymethyl)-2,5-cyclohexadiene